5-amino-N-(2,2-difluoroethyl)-1-methyl-1H-pyrazole-3-carboxamide NC1=CC(=NN1C)C(=O)NCC(F)F